[C@@H]1([C@H](O)[C@H](O)[C@@H](CO)O1)N1C=CC=2C(=S)NC(N)=NC12 6-Thio-7-deazaguanosin